2'-chloro-N-(5-(4-chloro-3-(difluoromethyl)picolinoyl)-5,6-dihydro-4H-pyrrolo[3,4-d]thiazol-2-yl)-5'-methoxy-6-methyl-[4,4'-bipyridine]-3-carboxamide ClC1=NC=C(C(=C1)C1=C(C=NC(=C1)C)C(=O)NC=1SC2=C(N1)CN(C2)C(C2=NC=CC(=C2C(F)F)Cl)=O)OC